CC(C)CCC[C@@H](C)[C@H]1CC[C@H]2[C@@H]3CC4C5(C[C@@H]([OH+][S-])CC[C@]5(C)[C@H]3CC[C@]12C)S4 Cholesterol Disulfide